tert-butyl (4-bromo-3-(cyclobutylthio) phenyl)carbamate BrC1=C(C=C(C=C1)NC(OC(C)(C)C)=O)SC1CCC1